OC1=C2C=CC(OC2=CC(=C1C(=O)O)CCCCC)(CCC=C(C)C)C 5-Hydroxy-2-methyl-2-(4-methylpent-3-enyl)-7-pentylchromene-6-carboxylic acid